4-1-butylmethylenecyclohexane C(CCC)C=C1CCCCC1